C(#N)C=1C=C(C=C(C1O[C@@H](COC1=CC=C(C=C1)F)CCN1CC(C1)F)F)S(=O)(=O)NC(=O)C1(OCCCC1)C N-((3-cyano-5-fluoro-4-(((R)-4-(3-fluoroazetidin-1-yl)-1-(4-fluorophenoxy)butan-2-yl)oxy)phenyl)sulfonyl)-2-methyltetrahydro-2H-pyran-2-carboxamide